(2E)-2-[(3-methoxy-1,4-dioxo-1,4-dihydronaphthalen-2-yl)methylidene]-N-methoxypentanamide COC1=C(C(C2=CC=CC=C2C1=O)=O)\C=C(\C(=O)NOC)/CCC